ClC=1SC(=CN1)C1CSC=2N1C(C(=C([N+]2CC)[O-])C2=CC=CC=C2)=O 3-(2-chlorothiazol-5-yl)-8-ethyl-5-oxo-6-phenyl-2,3-dihydrothiazolo[3,2-a]pyrimidin-8-ium-7-olate